FC1(CN(C[C@@H]1C)C=1N=C2N(C(C1C)=O)C=C(C=C2[C@@H](C)NC2=C(C(=O)O)C=CC=C2)C)F 2-(((R)-1-(2-((S)-3,3-difluoro-4-methylpyrrolidin-1-yl)-3,7-dimethyl-4-oxo-4H-pyrido[1,2-a]pyrimidin-9-yl)ethyl)amino)benzoic acid